C(C)(C)(C)OC(N(CC1=NC=C(C(=C1C)OC)C)C1=CC(=C2CCN(C2=C1)C(C)=O)N1CCOCC1)=O (1-acetyl-4-morpholinoindolin-6-yl)((4-methoxy-3,5-dimethylpyridin-2-yl)methyl)carbamic acid tert-butyl ester